3-(4-chloro-2,6-dimethylphenyl)-8-methoxy-2-oxo-1,8-diazaspiro[4.5]dec-3-ene ClC1=CC(=C(C(=C1)C)C=1C(NC2(C1)CCN(CC2)OC)=O)C